CN1N=CC=C1NC(=O)[C@@H]1CC12CCN(CC2)C(=O)OC(C(F)(F)F)C(F)(F)F |r| 1,1,1,3,3,3-Hexafluoropropan-2-yl (±)-1-((1-methyl-1H-pyrazol-5-yl)carbamoyl)-6-azaspiro[2.5]octan-6-carboxylat